(4aR,8aS)-6-[4-[[3-phenyl-4-(trifluoromethyl)phenyl]methyl]piperidine-1-carbonyl]-4,4a,5,7,8,8a-hexahydropyrido[4,3-b][1,4]oxazin-3-one C1(=CC=CC=C1)C=1C=C(C=CC1C(F)(F)F)CC1CCN(CC1)C(=O)N1C[C@@H]2[C@@H](OCC(N2)=O)CC1